ClC1=C(C(=C(C=C1OC)OC)Cl)N1C(N(C2=C(C1)C=NC(=C2)NC2=C(C=C(C=C2C)N2CCN(CC2)CC)NC(C=C)=O)CC)=S N-(2-((3-(2,6-dichloro-3,5-dimethoxyphenyl)-1-ethyl-2-thioxo-1,2,3,4-tetrahydropyrido[4,3-d]pyrimidin-7-yl)amino)-5-(4-ethylpiperazin-1-yl)-3-methylphenyl)acrylamide